O\N=C(/N)\C12CCN(CC1)CC2 (Z)-N'-hydroxyquinuclidine-4-carboxamidine